C1(CCCCC1)C=1C=CC(=NC1)CN(C(=O)[C@@H]1N(CC1)C(=O)OC(C)(C)C)C1=CC(=CC=C1)F tert-butyl (R)-2-(((5-cyclohexylpyridin-2-yl)methyl)(3-fluorophenyl)carbamoyl)azetidine-1-carboxylate